(1,1-dideuterio-3,3-difluoro-propyl) trifluoromethanesulfonate FC(S(=O)(=O)OC(CC(F)F)([2H])[2H])(F)F